(e)-methyl 3-(4-bromo-2'-nitrobiphenyl-2-yl)acrylate BrC1=CC(=C(C=C1)C1=C(C=CC=C1)[N+](=O)[O-])/C=C/C(=O)OC